C(C)OC(=O)C1=CC2=C(N(C(N2C(C)C)=O)C)C=C1N 6-amino-3-isopropyl-1-methyl-2-oxo-2,3-dihydro-1H-benzo[d]imidazole-5-carboxylic acid ethyl ester